(4-(2-((3-amino-6-(2-hydroxyphenyl)pyridazin-4-yl)oxy)ethyl)phenyl)(3,6-diazabicyclo[3.2.0]heptan-3-yl)methanone NC=1N=NC(=CC1OCCC1=CC=C(C=C1)C(=O)N1CC2CNC2C1)C1=C(C=CC=C1)O